O=C1NC=2CCN(CC2C=C1C(=O)N)C(=O)C1COCC1 2-oxo-6-(oxolane-3-carbonyl)-1,2,5,6,7,8-hexahydro-1,6-naphthyridine-3-carboxamide